7-bromo-1-[(cis)-3-[(tert-butyldimethylsilyl)oxy]-3-methylcyclobutyl]-1H-1,3-benzodiazole BrC1=CC=CC2=C1N(C=N2)C2CC(C2)(C)O[Si](C)(C)C(C)(C)C